FC1=CC(=CC2=C1N(C(=N2)NC2=CNC1=CC=C(C=C21)C)NC)C(F)(F)F 7-fluoro-N1-methyl-N2-(5-methyl-1H-indol-3-yl)-5-(trifluoromethyl)-1H-benzo[d]imidazole-1,2-diamine